OC1=CC2=C(C=C1)C1=CC=C(C=C1C21C2=CC=CC=C2OC=2C=CC=CC12)O 2,7-dihydroxyspiro[fluorene-9,9'-xanthene]